vinylbenzoic acid (vinyl benzoate) C(=C)C1=C(C(=O)O)C=CC=C1.C(=C)C1=C(C(=O)O)C=CC=C1